(R)-2-[3-(diisopropylamino)-1-phenylpropyl]-4-methylphenol C(C)(C)N(CC[C@H](C1=CC=CC=C1)C1=C(C=CC(=C1)C)O)C(C)C